N-(4-{2,7-di-tert-butyl-9,9'-spirobi[fluoren]-4-yl}phenyl)-N-(9,9-dimethyl-9H-fluoren-2-yl)-9,9-dimethyl-9H-fluorene-2-amine C(C)(C)(C)C1=CC=2C3(C4=CC(=CC=C4C2C(=C1)C1=CC=C(C=C1)N(C1=CC=2C(C4=CC=CC=C4C2C=C1)(C)C)C1=CC=2C(C4=CC=CC=C4C2C=C1)(C)C)C(C)(C)C)C1=CC=CC=C1C=1C=CC=CC13